C(C)OP(=S)(OCC)C1=CC=C(C(=O)O)C=C1 4-(diethoxythiophosphoryl)benzoic acid